P(=O)(O)(O)O.N(CCO)CCO diethanolamine phosphate